3-[2-(4-chloro-3-fluorophenoxy)acetamido]-N-[(4-chlorophenyl)methyl]bicyclo[1.1.1]pentane-1-carboxamide ClC1=C(C=C(OCC(=O)NC23CC(C2)(C3)C(=O)NCC3=CC=C(C=C3)Cl)C=C1)F